Cl.CN(C/C=C/C(=O)O)C (2E)-4-(dimethylamino)-2-butenoic acid hydrochloride